5-((tert-butoxycarbonyl)(butyl)amino)-[1,1'-biphenyl]-2-carboxylic acid C(C)(C)(C)OC(=O)N(C1=CC=C(C(=C1)C1=CC=CC=C1)C(=O)O)CCCC